C(C)(C)(C)OC(=O)N1C[C@@H]([C@H](CC1)CNC1=NC=2N(C(=C1)N1CC3=CC=C(C=C3C1)NC(C(=C)F)=O)N=CC2C(C)C)OC (3R,4R)-4-(((7-(5-(2-fluoroacrylamido)isoindolin-2-yl)-3-isopropylpyrazolo[1,5-a]pyrimidin-5-yl)amino)methyl)-3-methoxypiperidine-1-carboxylic acid tert-butyl ester